2,6,10,15-tetramethyl-heptadecane tert-butyl-3-methyl-6-(spiro[benzo[d][1,3]dioxole-2,1'-cyclobutan]-5-yl)-3,4-dihydropyridine-1(2H)-carboxylate C(C)(C)(C)OC(=O)N1CC(CC=C1C1=CC2=C(OC3(CCC3)O2)C=C1)C.CC(C)CCCC(CCCC(CCCCC(CC)C)C)C